1-butyl-3-(1,1,3,3-tetramethylbutyl)imidazolium 2-ethylhexanoate C(C)C(C(=O)[O-])CCCC.C(CCC)N1C=[N+](C=C1)C(CC(C)(C)C)(C)C